1-{4-[(cyclohexylmethyl)sulfamoyl]phenyl}-3-(pyridin-3-ylmethyl)urea C1(CCCCC1)CNS(=O)(=O)C1=CC=C(C=C1)NC(=O)NCC=1C=NC=CC1